3-bromo-3'-iodo-1,1-biphenyl BrC=1C=C(C=CC1)C1=CC(=CC=C1)I